C1(CCCCC1)NC(=O)N1C(=NC(=C1)C1COCC1)OC N-Cyclohexyl-2-methoxy-4-(tetrahydrofuran-3-yl)-1H-imidazole-1-carboxamide